hexacosyl n-tetracosanoate C(CCCCCCCCCCCCCCCCCCCCCCC)(=O)OCCCCCCCCCCCCCCCCCCCCCCCCCC